methyl-N-(pyridin-2-yl)acetamide CCC(=O)NC1=NC=CC=C1